methylene-3-(3,5-dit-butyl-4-hydroxyphenyl)propionate C=C(C(=O)[O-])CC1=CC(=C(C(=C1)C(C)(C)C)O)C(C)(C)C